4,5,6-trichloro-pyrimidine ClC1=NC=NC(=C1Cl)Cl